C(CCC)(=O)OC(C(=O)O)(C)C α-butyryloxyisobutyric acid